3-bromo-5-(2,5-difluorophenyl)pyridin-4-amine BrC=1C=NC=C(C1N)C1=C(C=CC(=C1)F)F